N-[1-(4-iodo-5-methoxy-2-pyrimidin-2-yl-pyrazol-3-yl)ethyl]-3,5-bis(trifluoromethyl)benzamide IC1=C(N(N=C1OC)C1=NC=CC=N1)C(C)NC(C1=CC(=CC(=C1)C(F)(F)F)C(F)(F)F)=O